C1(=CC=C(C=2C(C=CC(C12)=O)=O)C(=O)OC)C(=O)OC dimethyl 5,8-naphthoquinone-1,4-dicarboxylate